C1(CC1)N1CCN(CC1)C=1C=C(C=CC1)C1=CC2=C(C(=N1)C)C=C(N2C)C2=CC=C(C=C2)S(=O)(=O)C 6-(3-(4-Cyclopropylpiperazin-1-yl)phenyl)-1,4-dimethyl-2-(4-(methylsulfonyl)phenyl)-1H-pyrrolo[3,2-c]pyridin